S-(benzo[d]thiazol-2-yl)-N-(3-butoxypropyl)thiolamine S1C(=NC2=C1C=CC=C2)S2C(=CC=C2)NCCCOCCCC